2,6-diisopropyl-4-(4-methylbenzylidene)cyclohexane-2,5-dien-1-one C(C)(C)C=1C(C(=CC(C1)=CC1=CC=C(C=C1)C)C(C)C)=O